N-(5-hydroxy-3,4,6-trimethylpyridin-2-yl)-5-(trifluoromethyl)-1H-indole-2-carboxamide OC=1C(=C(C(=NC1C)NC(=O)C=1NC2=CC=C(C=C2C1)C(F)(F)F)C)C